5-(8-(3-(methoxymethyl)-3-methylpyrrolidin-1-yl)imidazo[1,2-b]pyridazin-6-yl)pyrimidine-2,4(1H,3H)-dione COCC1(CN(CC1)C=1C=2N(N=C(C1)C=1C(NC(NC1)=O)=O)C=CN2)C